5-cyclopropyl-2-fluoro-4-(hydroxymethyl)benzonitrile C1(CC1)C=1C(=CC(=C(C#N)C1)F)CO